ClC=1C=C(C=CC1F)NC(=O)C1=C2CC[C@@H](C2=C(C=C1)F)NC(=O)OCCC=1C=NN(C1)C(=O)OC(C)(C)C tert-Butyl (S)-4-(2-(((4-((3-chloro-4-fluorophenyl)carbamoyl)-7-fluoro-2,3-dihydro-1H-inden-1-yl)carbamoyl)oxy)ethyl)-1H-pyrazole-1-carboxylate